C(CC)C1(NC(CCC1)(CCC)CCC)CCC 2,2,6,6-tetra-n-propylpiperidine